CN1N=C(C(=C1C)C=1N(N=C2[C@@H](N(CCC21)C(=O)C2=C(C(=CC=C2)OC)C)C)C)C(F)(F)F (S)-(3-(1,5-dimethyl-3-(trifluoromethyl)-1H-pyrazol-4-yl)-2,7-dimethyl-2,4,5,7-tetrahydro-6H-pyrazolo[3,4-c]pyridin-6-yl)(3-methoxy-2-methylphenyl)methanone